5-chloro-6-methyl-1,3-dihydropyrimidine-2,4-dione ClC=1C(NC(NC1C)=O)=O